4-(4-amino-5-ethynyl-7H-pyrrolo[2,3-d]pyrimidin-7-yl)piperidine-1-carboxylic acid tert-butyl ester C(C)(C)(C)OC(=O)N1CCC(CC1)N1C=C(C2=C1N=CN=C2N)C#C